1-(4-cyano-3-(trifluoromethyl)phenyl)-N-(5-(4-(2-(4-(2-(2,6-dioxopiperidin-3-yl)-1,3-dioxoisoindolin-5-yl)piperazin-1-yl)ethoxy)piperidin-1-yl)pyridin-2-yl)piperidine-4-carboxamide C(#N)C1=C(C=C(C=C1)N1CCC(CC1)C(=O)NC1=NC=C(C=C1)N1CCC(CC1)OCCN1CCN(CC1)C=1C=C2C(N(C(C2=CC1)=O)C1C(NC(CC1)=O)=O)=O)C(F)(F)F